4-[2-(4-chloro-3-fluorophenoxy)acetamido]-N-[(3-chlorophenyl)methyl]-2-hydroxy-bicyclo[2.2.2]octane-1-carboxamide ClC1=C(C=C(OCC(=O)NC23CC(C(CC2)(CC3)C(=O)NCC3=CC(=CC=C3)Cl)O)C=C1)F